1-(naphthalen-1-yl)-2H-imidazole C1(=CC=CC2=CC=CC=C12)N1CNC=C1